ClC1=NN(C(C(=C1)/C(/C)=N/OC(C)C)=O)C[C@H](C(C)C)NC(C(C)C)=O (S,E)-N-(1-(3-chloro-5-(1-(isopropoxyimino)ethyl)-6-oxopyridazin-1(6H)-yl)-3-methylbutan-2-yl)isobutyramide